BrC1=NC2=C3C(=CC=C2C(=C1)C1=CC=CC=C1)C=CC=C3 2-bromo-4-phenylbenzo[h]quinoline